N[C@@H]1C2=C(SC1)C(=CC=C2)C(=O)NC2=CC(=C(C=C2)F)F |r| (±)-3-amino-N-(3,4-difluorophenyl)-2,3-dihydrobenzo[b]thiophene-7-carboxamide